FC(CC(C1=CC=CC2=CC=CC=C12)NC(C)=O)(C1=NC2=C(N1C)C=CC=C2)F N-(3,3-difluoro-3-(1-methyl-1H-benzo[d]imidazol-2-yl)-1-(naphthalen-1-yl)propan-yl)acetamide